N-(4-(dodecylamino)-4-oxobut-1-en-2-yl)-N,N-dimethyldecan-1-aminium chloride [Cl-].C(CCCCCCCCCCC)NC(CC(=C)[N+](CCCCCCCCCC)(C)C)=O